1-(amino)cyclopropanecarboxylic acid NC1(CC1)C(=O)O